5-Bromo-2-(3-(3-fluoropyrrolidin-1-yl)propoxy)pyridin-3-amine BrC=1C=C(C(=NC1)OCCCN1CC(CC1)F)N